thiophen-2-ylboronic acid S1C(=CC=C1)B(O)O